mono(isooctyl)phosphite C(CCCCC(C)C)OP([O-])[O-]